BrC=1C(N(N=CC1Br)CC1=CC=C(C=C1)OC)=O 4,5-dibromo-2-(4-methoxybenzyl)pyridazin-3(2H)-one